The molecule is a triterpenoid saponin that has 3,16-dihydroxyolean-12-en-28-oic acid as the aglycone. Isolated from the stems of Gordonia chrysandra, it exhibits a strong inhibitory effect on nitric oxide production. It has a role as a plant metabolite and an anti-inflammatory agent. It is a beta-D-glucosiduronic acid, a carboxylic ester, a pentacyclic triterpenoid and a triterpenoid saponin. It derives from a hydride of an oleanane. C[C@H]1[C@@H]([C@H]([C@H]([C@@H](O1)O[C@@H]2[C@H]([C@H](CO[C@H]2O[C@H]3[C@@H]([C@H](O[C@H]([C@@H]3O)O[C@H]4CC[C@]5([C@H](C4(C)C)CC[C@@]6([C@@H]5CC=C7[C@]6(C[C@H]([C@@]8([C@H]7CC(CC8)(C)C)C(=O)O[C@H]9[C@@H]([C@H]([C@@H]([C@H](O9)CO)O)O)O)O)C)C)C)C(=O)O)O)O)O)O)O)O